ClC=1SC2=C(N1)C(=CC1=C2OCCO1)C(C(C)(C)C)O 1-(2-chloro-7,8-dihydro-[1,4]dioxino[2',3':3,4]benzo[1,2-d]thiazol-4-yl)-2,2-dimethylpropan-1-ol